N1=C(C=CC=C1)CNC1=NC(=NC(=N1)N)N pyridin-2-ylmethyl-1,3,5-triazine-2,4,6-triamine